C(C)(=O)SCC(F)F S-(2,2-difluoroethyl) thioacetate